N-(6-bromo-5-methylbenzo[d]isoxazol-3-yl)-2,6-dimethoxybenzenesulfonamide (9H-Fluoren-9-yl)methyl-(S)-4-(4-chloro-3-fluorobenzyl)-5-oxooxazolidine-3-carboxylate C1=CC=CC=2C3=CC=CC=C3C(C12)COC(=O)N1COC([C@@H]1CC1=CC(=C(C=C1)Cl)F)=O.BrC1=CC2=C(C(=NO2)NS(=O)(=O)C2=C(C=CC=C2OC)OC)C=C1C